NC1=CC=C2CN(C(C2=C1)=O)[C@@H]1C[C@@H](CCC1)NC1=NC=C(C(=N1)C(F)(F)F)Br 6-amino-2-((1S,3R)-3-((5-bromo-4-(trifluoromethyl)pyrimidin-2-yl)amino)cyclohexyl)isoindolin-1-one